2-benzyl-4-(methoxymethyl)pyrrolidine-1,2-dicarboxylic acid 1-(tert-butyl) ester C(C)(C)(C)OC(=O)N1C(CC(C1)COC)(C(=O)O)CC1=CC=CC=C1